(S)-benzyl 2-hydroxypropionate O[C@H](C(=O)OCC1=CC=CC=C1)C